FC=1C=CC=C2C(=NNC12)C(=O)N 7-fluoro-1H-indazole-3-carboxamide